(S)-7-(azetidin-1-yl)-5-bromo-2-(1-cyclopropylethyl)isoindolin-1-one N1(CCC1)C=1C=C(C=C2CN(C(C12)=O)[C@@H](C)C1CC1)Br